Ethyl 6-{4-[(2R)-4,4-difluoro-2-(hydroxymethyl)pyrrolidin-1-yl]piperidin-1-yl}-2-azaspiro[3.3]heptane-2-carboxylate FC1(C[C@@H](N(C1)C1CCN(CC1)C1CC2(CN(C2)C(=O)OCC)C1)CO)F